(dimethylamino)-N,N-dimethyl-(3H-[1,2,3]triazolo[4,5-b]pyridin-3-yloxy)methanaminium hexafluorophosphate F[P-](F)(F)(F)(F)F.CN(C)C([NH+](C)C)ON1N=NC=2C1=NC=CC2